C(C)(C)NC=1C=NC=2C=CC(=C(C2N1)C#N)NC1=CC(=C(C=C1)OCC1=CC=C(C=C1)OC)OC 3-(isopropylamino)-6-((3-methoxy-4-((4-methoxybenzyl)oxy)phenyl)amino)quinoxaline-5-carbonitrile